1-[3-(ethyldiisopropylsilyl)phenyl]-1-(4'-dimethylsilylphenyl)dimethyl-[4-(1-phenylvinyl)phenyl]silane C(C)[Si](C=1C=C(C=CC1)[SiH](C1=CC=C(C=C1)[SiH](C)C)C1=C(C(=C(C=C1)C(=C)C1=CC=CC=C1)C)C)(C(C)C)C(C)C